ClC=1C=C(COC2=CC=C(CNC([C@H](CC)NC)=O)C=C2)C=CC1 (S)-N-(4-((3-chlorobenzyl)oxy)benzyl)-2-(methylamino)butyramide